COC1=CC=C(C=C1)C=C(C)C1=CC=C(C=C1)OC 1,2-bis(4-methoxyphenyl)-1-propene